N1C=CC2=CC(=CC=C12)C1=CNC2=NC=C(C=C21)C2=CC=C(CN1CC(C1)O)C=C2 1-(4-(3-(1H-indol-5-yl)-1H-pyrrolo[2,3-b]pyridin-5-yl)benzyl)azetidin-3-ol